CC1=CC(=NN1)C1(NC(NC1=O)=O)CCC(=O)O 3-(4-(5-methyl-1H-pyrazol-3-yl)-2,5-dioxoimidazolidin-4-yl)propanoic acid